4-[2-{[(3s,4r)-3-fluorooxan-4-yl]amino}-8-(2,4,6-trichloroanilino)-9H-purin-9-yl]-1-methylcyclohexane-1-carboxamide F[C@@H]1COCC[C@H]1NC1=NC=C2N=C(N(C2=N1)C1CCC(CC1)(C(=O)N)C)NC1=C(C=C(C=C1Cl)Cl)Cl